CN(C1CCC(CC1)NC=1N=CC2=C(N1)C(=CC(=N2)C2=CC(=C(C=C2)NS(=O)(=O)CCC(F)(F)F)F)C)C N-(4-(2-(((1r,4r)-4-(Dimethylamino)cyclohexyl)amino)-8-methylpyrido[3,2-d]pyrimidin-6-yl)-2-fluorophenyl)-3,3,3-trifluoropropane-1-sulfonamide